2-(pyrazolo[1,5-a]pyridin-2-yl)ethan-1-one N1=C(C=C2N1C=CC=C2)CC=O